ClC1=C(C(=CC=C1F)Cl)[C@@H](C)O |r| racemic-1-(2,6-dichloro-3-fluorophenyl)ethanol